1-(2-Hydroxy-4,6-dimethoxyphenyl)-3-(3-methylsulfanylphenyl)prop-2-en-1-one OC1=C(C(=CC(=C1)OC)OC)C(C=CC1=CC(=CC=C1)SC)=O